4-(4-hydroxyphenylmethylthiophenyl)phenylsulfonium OC1=CC=C(C=C1)CC1=C(SC=C1)C1=CC=C(C=C1)[SH2+]